O=C1C2(CCN(C2)C2=CC=CC(=N2)C(=O)OC(C)(C)C)CCCCN1 tert-Butyl 6-(6-oxo-2,7-diazaspiro[4.6]undecan-2-yl)pyridine-2-carboxylate